(4-aminobutyl)-2-(pyridin-4-yl)pyrido[3,4-d]pyrimidin-4-amine NCCCCC1=CN=CC=2N=C(N=C(C21)N)C2=CC=NC=C2